(Cyano-L-prolyl)-N-ethyl-4-phenylindoline-6-carboxamide C(#N)N1[C@@H](CCC1)C(=O)N1CCC2=C(C=C(C=C12)C(=O)NCC)C1=CC=CC=C1